FC1=C(C(=O)C=2C=C(N(C2)C)C(=O)N2CC3(CC2)CCOCC3)C=CC=C1 (4-(2-fluorobenzoyl)-1-methyl-1H-pyrrol-2-yl)(8-oxa-2-azaspiro[4.5]decan-2-yl)methanone